1-(2,3-dihydrobenzo[b][1,4]dioxin-6-yl)piperazine O1C2=C(OCC1)C=C(C=C2)N2CCNCC2